S1(C=NC2=C1C=CC=C2)(=S)=S benzothiazole disulfide